S-methylisothiourea hemisulphate S(=O)(=O)(O)O.CSC(N)=N.CSC(N)=N